COC=1C=C2CCN(CC2=CC1NC1=NC2=CC(=CC=C2C=N1)C=1C=NC=2N(C1)N=CC2C#N)C 6-{2-[(6-methoxy-2-methyl-1,2,3,4-tetrahydroisoquinolin-7-yl)amino]quinazolin-7-yl}pyrazolo[1,5-a]pyrimidine-3-carbonitrile